vanadium-copper-zinc [Zn].[Cu].[V]